C1([C@H](O)[C@@H](O)[C@H](O)[C@H](O1)CO)C1C(NC(NC1=O)=O)=O.[Na] sodium glucosyl-barbiturate